Sodium sulphate S(=O)(=O)([O-])[O-].[Na+].[Na+]